6-[4,6-bis(4-phenylphenyl)-1,2-dihydro-1,3,5-triazin-2-ylidene]-3-[(2-ethylhexyl)oxy]cyclohexa-2,4-dien-1-one C1(=CC=CC=C1)C1=CC=C(C=C1)C1=NC(NC(=N1)C1=CC=C(C=C1)C1=CC=CC=C1)=C1C=CC(=CC1=O)OCC(CCCC)CC